N2-(4-(1,2-dimethyl-1H-imidazol-5-yl)-2-methoxyphenyl)-N8-(2-methoxy-2-methylpropyl)-6-methylpyrido[3,4-d]pyrimidine-2,8-diamine CN1C(=NC=C1C1=CC(=C(C=C1)NC=1N=CC2=C(N1)C(=NC(=C2)C)NCC(C)(C)OC)OC)C